ClCC(CNCC1=NC=CC(=C1)C1CNCCC1(F)F)(F)F 3-chloro-N-((4-(4,4-difluoropiperidin-3-yl)pyridin-2-yl)methyl)-2,2-difluoropropan-1-amine